triethylaluminum terephthalate C(C1=CC=C(C(=O)O)C=C1)(=O)O.C(C)[Al](CC)CC